C(C)(C)(C)OC(=O)N1N=C(C2=C(C=CC=C12)Br)C#N bromo-3-cyano-1H-indazole-1-carboxylic acid tert-butyl ester